tetrahydrofurfuryl(3-ethyl-3-oxetanylmethyl)ether C(C1CCCO1)OCC1(COC1)CC